6-(2-((3-(3,5-dichloropyridin-4-yl)-5-(trifluoromethyl)isoxazol-4-yl)methylene)-7-azaspiro[3.5]non-7-yl)-4-methoxyquinoline-2-carboxylic acid ClC=1C=NC=C(C1C1=NOC(=C1C=C1CC2(C1)CCN(CC2)C=2C=C1C(=CC(=NC1=CC2)C(=O)O)OC)C(F)(F)F)Cl